3-(difluoromethyl)-5-((diphenylmethylene)amino)-N,N-dimethylpyridineamide FC(C=1C(=NC=C(C1)N=C(C1=CC=CC=C1)C1=CC=CC=C1)C(=O)N(C)C)F